1,4-bis(dichloromethyl)benzene sodium [Na].ClC(C1=CC=C(C=C1)C(Cl)Cl)Cl